BrC1=C(C=C2C(NC=NC2=C1)=O)OC 7-bromo-6-methoxy-3,4-dihydroquinazolin-4-one